OC(CC=O)C 3-hydroxybutan-1-on